CCCCCC(O)/C=C/C=O 4-hydroxynonenal